tert-butyl 4-[1-(4-chlorophenyl)-5-methyl-pyrazol-3-yl]piperidine-1-carboxylate ClC1=CC=C(C=C1)N1N=C(C=C1C)C1CCN(CC1)C(=O)OC(C)(C)C